C(C)(C)(C)OC(=O)NC1(CCC1)C1=CC=C(C=C1)C1=CC(=CC(=C1)N1N=NC(=C1)C1=CC=C(C=C1)C(F)(F)F)C(=O)OC Methyl 4'-(1-((tert-butoxycarbonyl)amino)cyclobutyl)-5-(4-(4-(trifluoromethyl)phenyl)-1H-1,2,3-triazol-1-yl)-[1,1'-biphenyl]-3-carboxylate